5-nitro-1-phenyl-1H-benzotriazole [N+](=O)([O-])C1=CC2=C(N(N=N2)C2=CC=CC=C2)C=C1